alpha-methyl-4-butylstyrene CC(=C)C1=CC=C(C=C1)CCCC